N-nitroimidazolidine-2-ylamine [N+](=O)([O-])NC1NCCN1